C[C@H]1N(CCOC1)C=1N=C2N(C(C1)=O)CC[C@H](N2CC(C2CCOCC2)=O)C(F)(F)F (S)-2-((R)-3-Methylmorpholin-4-yl)-9-[2-oxo-2-(tetrahydropyran-4-yl)ethyl]-8-trifluoromethyl-6,7,8,9-tetrahydropyrimido[1,2-a]pyrimidin-4-one